CC1=NC=C(C(=C1)C1=CC=2N(C=C1)N=C(C2)NC2=NC=C(C=C2)C)OC[C@@H]2CNCCO2 5-[2-methyl-5-[[(2S)-morpholin-2-yl]methoxy]-4-pyridyl]-N-(5-methyl-2-pyridyl)pyrazolo[1,5-a]pyridin-2-amine